C1(=C(C=CC2=CC=CC=C12)OCC=1C(=CC2=CC=CC=C2C1)C(=O)O)C1=C(C=CC2=CC=CC=C12)OCC=1C(=CC2=CC=CC=C2C1)C(=O)O 3,3'-[[1,1'-binaphthalene]-2,2'-diylbis(oxymethylene)]di(naphthalene-2-carboxylic acid)